bis-[3-(phenylethansulfonyloxy)phenyl]urea C1(=CC=CC=C1)CCS(=O)(=O)OC=1C=C(C=CC1)NC(NC1=CC(=CC=C1)OS(=O)(=O)CCC1=CC=CC=C1)=O